NC1CC2CCC(C1)N2C=2N(C(C1=C(N2)NC=C1C1=C(C2=C(N=C(S2)CC)C=C1)Cl)=O)C 2-(Endo-3-amino-8-azabicyclo[3.2.1]oct-8-yl)-5-(7-chloro-2-ethylbenzo[d]thiazol-6-yl)-3-methyl-3,7-dihydro-4H-pyrrolo[2,3-d]pyrimidin-4-one